N-(3,4-difluorophenyl)-6-(2-tetrahydropyran-3-ylethynyl)-1H-indazol-5-amine FC=1C=C(C=CC1F)NC=1C=C2C=NNC2=CC1C#CC1COCCC1